3-amino-N-(2-fluorobenzyl)-6-(1-methyl-6-oxo-1,6-dihydropyridin-3-yl)-5-(oxazol-2-yl)pyrazine-2-carboxamide NC=1C(=NC(=C(N1)C=1OC=CN1)C1=CN(C(C=C1)=O)C)C(=O)NCC1=C(C=CC=C1)F